CC=1C=C(C(=NC1)N1N=CC=N1)C(=O)N1[C@@H]2[C@@H](C[C@H](C1)CC2)NC2=NC=C(C=C2)C (5-methyl-2-(2H-1,2,3-triazol-2-yl)pyridin-3-yl)((1S,4R,6R)-6-((5-methylpyridin-2-yl)amino)-2-azabicyclo[2.2.2]octan-2-yl)methanone